2-cyclobutyl-3,4-difluorophenol C1(CCC1)C1=C(C=CC(=C1F)F)O